4,6-DIFLUORO-1-METHYL-1H-BENZO[D]IMIDAZOLE-2(3H)-ONE FC1=CC(=CC=2N(C(NC21)=O)C)F